NC1=NC=2C(=CC=CC2C=2N1C=C(N2)C(=O)NCC2=C(C=CC=C2)N2CCN(CC2)C2=CC=C(C=C2)OCCOC)F 5-amino-7-fluoro-N-(2-(4-(4-(2-methoxyethoxy)phenyl)piperazin-1-yl)benzyl)imidazo[1,2-c]quinazoline-2-carboxamide